C(C=C)(=O)NC=1C(=CC(=C(C1)NC1=CC(=NC=N1)N1OCC[C@@H]1C=1C=C(C(=O)OC(C)CC)C=CC1)OC)N1CCN(CC1)CC=C sec-butyl 3-((R)-2-(6-((5-acrylamido-4-(4-allylpiperazin-1-yl)-2-methoxy-phenyl)amino)pyrimidin-4-yl)isoxazolidin-3-yl)benzoate